COC1=CCOC12CCN(CC2)C(=O)OC(C)(C)C tert-butyl 4-methoxy-1-oxa-8-azaspiro[4.5]dec-3-en-8-carboxylate